C(#N)C(C)(C)C=1C=C(C(=O)NC2=C(C=C(C(=C2)C=2C=NC3=CC(=NC=C3C2)N(C)CC2=CC=C(C=C2)OC)C)F)C=CC1 3-(2-cyanopropan-2-yl)-N-(2-fluoro-5-(7-((4-methoxybenzyl)(methyl)amino)-1,6-naphthyridin-3-yl)-4-methylphenyl)benzamide